O1CC(C1)C1=CC=C(C=C1)C1CN(C1)C(=O)N1CC(CC1)C1=CC=NN1 (+)-[3-[4-(Oxetan-3-yl)phenyl]azetidin-1-yl]-[3-(1H-pyrazol-5-yl)pyrrolidin-1-yl]methanone